N1C=CC2=C(C=CC=C12)C=1C=C(C=CC1OC)NC1=NC(=CC(=N1)NC)C 2-N-[3-(1H-indol-4-yl)-4-methoxyphenyl]-4-N,6-dimethylpyrimidine-2,4-diamine